FC1=C(CON2N=C(C=C2)C2CCN(CC2)C(=O)OC(C)(C)C)C=CC(=C1)F Tert-butyl 4-(1-((2,4-difluorobenzyl)oxy)-1H-pyrazol-3-yl)piperidine-1-carboxylate